R-fluoroorotic acid FC1=C(C(=O)O)NC(NC1=O)=O